diethyl 4-hydroxycyclohexane-1,1-dicarboxylate OC1CCC(CC1)(C(=O)OCC)C(=O)OCC